dinonylphenyl phosphate, sulfonium salt [SH3+].P(=O)(OC1=C(C(=CC=C1)CCCCCCCCC)CCCCCCCCC)([O-])[O-].[SH3+]